C(C)N(CCC1OCC(CO1)(CO)CO)CC (2-(2-(diethylamino)ethyl)-1,3-dioxane-5,5-diyl)dimethanol